N-(3-(2-hydroxy-2-methylpropyloxy)-1-methyl-1H-pyrazol-4-yl)carboxamide OC(COC1=NN(C=C1NC=O)C)(C)C